4-{2-[(2-Aminopyridin-4-yl)oxy]ethyl}morpholin-3-one NC1=NC=CC(=C1)OCCN1C(COCC1)=O